C(C)OC1=C(C=C2C(=CNC2=C1)C([C@H](NC1=CC(=CC(=C1)OC)OCCO)C1=C(C=C(C=C1)F)OC)=O)C |r| racemic-1-(6-ethoxy-5-methyl-1H-indol-3-yl)-2-(4-fluoro-2-methoxyphenyl)-2-((3-(2-hydroxyethoxy)-5-methoxyphenyl)amino)ethanone